2-([1,2'-binaphthalen]-4'-yl)-4,4,5,5-tetramethyl-1,3,2-dioxaborolane C1(=CC=CC2=CC=CC=C12)C1=CC2=CC=CC=C2C(=C1)B1OC(C(O1)(C)C)(C)C